2-chloro-N-(4-(difluoromethyl)-6-oxo-5-(1H-pyrazol-1-yl)-1,6-dihydropyridin-2-yl)-8,8-dimethyl-7,8-dihydro-6H-cyclopenta[e]pyrazolo[1,5-a]pyrimidine-6-carboxamide ClC1=NN2C(N=CC3=C2C(CC3C(=O)NC=3NC(C(=C(C3)C(F)F)N3N=CC=C3)=O)(C)C)=C1